[Cl-].CC(C)(CCC)PC(C)(CCC)C di(2-methyl-2-pentyl)phosphine chloride